tert-butyl ((1s,3s)-3-(4-(3-(4-hydroxylphenyl)pentan-3-yl)phenoxy)cyclobutyl)carbamate OC1=CC=C(C=C1)C(CC)(CC)C1=CC=C(OC2CC(C2)NC(OC(C)(C)C)=O)C=C1